C(C1=CC=CC=C1)N1CCC(CC1)CCNC(=O)C1CCN(CC1)C1=CC(=CC(=C1)OC(F)(F)F)OC N-[2-(1-benzylpiperidin-4-yl)ethyl]-1-[3-methoxy-5-(trifluoromethoxy)phenyl]piperidine-4-carboxamide